C(C)(C)(C)C1=CC=C(C=C1)NC(=O)C1=CC(=CC=2NC(=NC21)N(C)C)NC(=O)C2=C(C=CC=C2)C(F)(F)F N-(4-tert-butylphenyl)-2-(dimethylamino)-6-({[2-(trifluoromethyl)phenyl]carbonyl}amino)-1H-benzoimidazole-4-carboxamide